ClC1=NC(=NC(=N1)C1=CC=CC2=C1SC1=C2C=CC=C1)C1=CC=CC=C1 2-chloro-4-(dibenzothiophen-4-yl)-6-phenyl-1,3,5-triazine